C(C)(C)(C)OC(=O)N1CCN(CC1)S(=O)(=O)C1=CC=C(C=C1)NC(=O)NCC=1C=NC=CC1 4-((4-(3-(pyridin-3-ylmethyl)ureido)phenyl)sulfonyl)piperazine-1-carboxylic acid tert-butyl ester